FC1(C(C1)C(=O)NC=1C=CC(=C2C=NNC12)C1=NC(=NC=C1)NC=1C=NN(C1)C)F 2,2-difluoro-N-(4-(2-((1-methyl-1H-pyrazol-4-yl)amino)pyrimidin-4-yl)-1H-indazol-7-yl)cyclopropane-1-carboxamide